(6β,7α)-6-ethyl-7-hydroxy-3-oxo-4-cholanen C(C)[C@@H]1[C@H]([C@H]2[C@@H]3CC[C@H]([C@@H](CCC)C)[C@]3(CC[C@@H]2[C@]2(CCC(C=C12)=O)C)C)O